N-[7-benzyloxy-5-fluoro-6-(1,1,4-trioxo-1,2,5-thiadiazolidin-2-yl)-2-naphthyl]-2-[4-[3-(2,6-dioxo-3-piperidyl)-1-methyl-2-oxo-imidazo[4,5-c]pyridin-6-yl]phenyl]acetamide C(C1=CC=CC=C1)OC1=C(C(=C2C=CC(=CC2=C1)NC(CC1=CC=C(C=C1)C1=CC2=C(C=N1)N(C(N2C)=O)C2C(NC(CC2)=O)=O)=O)F)N2S(NC(C2)=O)(=O)=O